1-(naphthalen-1-ylmethyl)piperidin-4-one C1(=CC=CC2=CC=CC=C12)CN1CCC(CC1)=O